FC(OC=1C=C(CN2C(C(=CC(=C2)C(=O)N)C(=O)N([C@@H]2[C@H](C2)C)C)=O)C=CC1)F 1-(3-(difluoromethoxy)benzyl)-N-methyl-N-((1S,2S)-2-methylcyclopropyl)-2-Oxo-1,2-dihydropyridine-3,5-dicarboxamide